7-(2-chloropyrimidin-4-yl)-N,N-dimethylquinoxalin-2-amine ClC1=NC=CC(=N1)C1=CC=C2N=CC(=NC2=C1)N(C)C